dodecanedioate C(CCCCCCCCCCC(=O)[O-])(=O)[O-]